CCCCC(=O)OCC1=CC=CC=C1 benzyl n-valerate